OC1(C(CCC1)N1C(C(=CC2=C1N=C(N=C2)NC2CCN(CC2)S(=O)(=O)C([2H])([2H])[2H])C([2H])(F)F)=O)C([2H])([2H])[2H] (±)-8-(2-hydroxy-2-(methyl-d3)cyclopentyl)-6-(difluoromethyl-d)-2-((1-((methyl-d3)sulfonyl)piperidin-4-yl)amino)pyrido[2,3-d]pyrimidin-7(8H)-one